(E)-3-(2-(3-(2,6-dichloro-5-fluoronicotinoyl)ureido)-3-isopropylphenyl)acrylic acid tert-butyl ester C(C)(C)(C)OC(\C=C\C1=C(C(=CC=C1)C(C)C)NC(=O)NC(C1=C(N=C(C(=C1)F)Cl)Cl)=O)=O